ClC1=CC=C(C(=N1)C1=CC(=C(C=C1)O)C=O)NC(C)C=1C=C(C=C2C(C(=C(OC12)N1CCN(CC1)C(=O)OC(C)(C)C)C)=O)C tert-butyl 4-[8-[1-[[6-chloro-2-(3-formyl-4-hydroxy-phenyl)-3-pyridyl]amino]ethyl]-3,6-dimethyl-4-oxo-chromen-2-yl]piperazine-1-carboxylate